ClC1=CC(=C2C(=N1)C(CC2)(C)C)N 2-chloro-7,7-dimethyl-6,7-dihydro-5H-cyclopenta[b]pyridin-4-amine